7-(6-fluoropyridin-3-yl)pyrazolo[1,5-a]pyridin FC1=CC=C(C=N1)C1=CC=CC=2N1N=CC2